NC1=NC(=C(C=2N1N=C(N2)NCC2=NC(=CC=C2)C)C2=CC(=NC(=C2)C)C)C2=C(C#N)C=CC=C2 (5-amino-8-(2,6-dimethylpyridin-4-yl)-2-(((6-methylpyridin-2-yl)methyl)amino)-[1,2,4]triazolo[1,5-c]pyrimidin-7-yl)benzonitrile